2'-deoxy-2',2'-difluorocytidine monophosphate P(=O)(O)(O)OC[C@@H]1[C@H](C([C@@H](O1)N1C(=O)N=C(N)C=C1)(F)F)O